BrCC1CN(CC1)C(C)C 3-(bromomethyl)-1-isopropylpyrrolidine